6,7-dihydrocyclopenta[b]pyran-2,4(3H,5H)-dione O1C2=C(C(CC1=O)=O)CCC2